FC1(CCN(CC1)C(=O)C=1C=C2C(=NC1)N(C=C2)C=2C=NC=C(C2)I)F (4,4-difluoropiperidin-1-yl)(1-(5-iodopyridin-3-yl)-1H-pyrrolo[2,3-b]pyridin-5-yl)methanone